methoxybenzo[d]oxazol COC=1OC2=C(N1)C=CC=C2